ClC1=C(C(=CC=C1)Cl)C=1C(=NN2C1SC(=C2C(C)C)C(=O)N[C@H]2CCOC1=CC=CC=C21)C 7-(2,6-dichlorophenyl)-N-[(4S)-3,4-dihydro-2H-chromen-4-yl]-6-methyl-3-(propan-2-yl)pyrazolo[5,1-b][1,3]thiazole-2-carboxamide